NC=1C=C(C(=O)OC)C=CC1NC[C@H]1OCC1 methyl (S)-3-amino-4-((oxetan-2-ylmethyl)amino)benzoate